C(C1=CC=CC=C1)OC(=O)NCC(=O)NC1(CC1)C(=O)OCC ethyl 1-(2-[[(benzyloxy)carbonyl]amino]acetamido)cyclopropane-1-carboxylate